4-[(3-carbamoyl-4-methyl-phenyl)methyl]bicyclo[2.2.2]octane-1-carboxylic acid C(N)(=O)C=1C=C(C=CC1C)CC12CCC(CC1)(CC2)C(=O)O